C(C)N1N=C(C(=C1)NC(=O)C=1N=C(SC1)C=1C=NNC1)C1=NN=C2N1CCCC2 N-[1-ethyl-3-(5,6,7,8-tetrahydro[1,2,4]triazolo[4,3-a]pyridin-3-yl)-1H-pyrazol-4-yl]-2-(1H-pyrazol-4-yl)-1,3-thiazole-4-carboxamide